NC(CCCCNC(OC(C)(C)C)=O)CO tert-butyl (5-amino-6-hydroxyhexyl)carbamate